C(CCC)N1C(C2=CN=CC=C2C(=C1)C1=CC(=C(C=C1)O)Cl)=O 2-butyl-4-(3-chloro-4-hydroxyphenyl)-2,7-naphthyridin-1(2H)-one